(+/-)-propylene oxide CC1CO1